4-(4-methoxyphenoxy)benzoic acid COC1=CC=C(OC2=CC=C(C(=O)O)C=C2)C=C1